FC=1C=C(C(=O)CC#N)C=CC1 3-fluoro-benzoyl-acetonitrile